C1(CC1)C1=NC(=CC(=C1)NC1CCC(CC1)NC(C1=CC=C(C=C1)F)=O)C(F)(F)F N-(1S,4S)-[4-[[2-cyclopropyl-6-(trifluoromethyl)-4-pyridyl]amino]cyclohexyl]-4-fluoro-benzamide